1-(2-(4-cyclopropyl-1H-1,2,3-triazol-1-yl)acetyl)-4-hydroxypyrrolidine-2-carboxamide C1(CC1)C=1N=NN(C1)CC(=O)N1C(CC(C1)O)C(=O)N